1-Pentyl-1-butylpyrrolidinium methansulfonat CS(=O)(=O)[O-].C(CCCC)[N+]1(CCCC1)CCCC